N[C@H](CCC(=O)N1CC(C1)OC1=C(C2=C(CCB(O2)O)C=C1)C(=O)O)C(N)=O 7-{[1-(D-α-glutaminyl)azetidin-3-yl]oxy}-2-hydroxy-3,4-dihydro-2H-1,2-benzoxaborinine-8-carboxylic acid